C12(CC(C1)C2)NC([O-])=O bicyclo[1.1.1]pentan-1-ylcarbamate